BrC1=C(C=C2C(=NC(=NN21)Cl)N(C(OC(C)(C)C)=O)CC=2OC=CC2)C[C@H]([C@H](C)F)NC(=O)OC(C)(C)C tert-butyl (7-bromo-6-((2R,3S)-2-((tert-butoxycarbonyl)amino)-3-fluorobutyl)-2-chloropyrrolo[2,1-f][1,2,4]triazin-4-yl)(furan-2-ylmethyl)carbamate